C(CCCCCCCCCCCCCCCCCCCCCCCCCC)[K] heptacosyl-potassium